Methyl (S)-2-(2-fluoro-6-methyl-4-((R)-3-(trifluoromethyl)morpholino)benzamido)-3-(8-(1-methyl-2,4-dioxo-1,4-dihydropteridin-3(2H)-yl)quinolin-5-yl)propanoate FC1=C(C(=O)N[C@H](C(=O)OC)CC2=C3C=CC=NC3=C(C=C2)N2C(N(C3=NC=CN=C3C2=O)C)=O)C(=CC(=C1)N1[C@H](COCC1)C(F)(F)F)C